ClC=1C(=C(C=CC1)NC1=NC=NC2=CC(=C(C=C12)N1CCN(C2(CC2)C1)C(=O)OC(C)(C)C)OC)F tert-Butyl 7-(4-((3-chloro-2-fluorophenyl)amino)-7-methoxyquinazolin-6-yl)-4,7-diazaspiro[2.5]octane-4-carboxylate